CC=1C=C(C=CC1C)C=1C=C(C(N(N1)C1=CC(=CC=C1)F)=O)C(=O)N[C@@H](CO)C 6-(3,4-dimethylphenyl)-2-(3-fluorophenyl)-N-[(2R)-1-hydroxypropan-2-yl]-3-oxo-2,3-dihydropyridazine-4-carboxamide